N1(CCOCC1)C=1C(=NC=C(C1)C(F)(F)F)C1=NN=NN1CC1=CC=C(C(=O)NO)C=C1 4-[[5-[3-morpholinyl-5-(trifluoromethyl)-2-pyridinyl]tetrazol-1-yl]methyl]benzohydroxamic acid